3-((6-(1-methyl-1H-pyrazol-4-yl)pyrazolo[1,5-a]pyridin-4-yl)oxy)cyclopentan-1-amine trifluoroacetate FC(C(=O)O)(F)F.CN1N=CC(=C1)C=1C=C(C=2N(C1)N=CC2)OC2CC(CC2)N